(5-(3-chloroimidazo[1,2-b]pyridazin-6-yl)-7H-pyrrolo[2,3-d]pyrimidin-2-yl)quinoline ClC1=CN=C2N1N=C(C=C2)C2=CNC=1N=C(N=CC12)C1=NC2=CC=CC=C2C=C1